4-(4-(2,5-diazabicyclo[2.2.2]octan-2-yl)-8-fluoro-2-(((2R,7aS)-2-fluorotetrahydro-1H-pyrrolizin-7a(5H)-yl)methoxy)quinazolin-7-yl)-5-ethynyl-6-fluoronaphthalen-2-ol C12N(CC(NC1)CC2)C2=NC(=NC1=C(C(=CC=C21)C2=CC(=CC1=CC=C(C(=C21)C#C)F)O)F)OC[C@]21CCCN1C[C@@H](C2)F